BrC=1C=C(C=NC1)[C@H](NS(=O)(=O)CC)C1CC1 |r| (rac)-N-((5-Bromopyridin-3-yl)(cyclopropyl)methyl)ethanesulfonamide